O1CCOC2=NC=C(C=C21)S(=O)(=O)N2CC1=C(C2)CN(C1)C([C@H](CO)C1=CC=CC=C1)=O (S)-1-(5-((2,3-dihydro-[1,4]dioxino[2,3-b]pyridin-7-yl)sulfonyl)-3,4,5,6-tetrahydropyrrolo[3,4-c]pyrrol-2(1H)-yl)-3-hydroxy-2-phenylpropan-1-one